C1(CC1)CN1N=C2C3=C(CC4(C2=C1)CC4)OC(=C3C)C(=O)NC[C@H]3OCCOC3 2'-(cyclopropylmethyl)-N-[(2R)-1,4-dioxan-2-ylmethyl]-8'-methyl-2',5'-dihydrospiro[cyclopropane-1,4'-furo[2,3-g]indazole]-7'-carboxamide